N-(1,1-dioxidotetrahydrothiophen-3-yl)-2-(5-((3-ethoxypyridin-2-yl)oxy)pyridin-3-yl)pyrimidine-5-carboxamide O=S1(CC(CC1)NC(=O)C=1C=NC(=NC1)C=1C=NC=C(C1)OC1=NC=CC=C1OCC)=O